O=C1NC=CC=C1 2-oxo-1,2-dihydropyridin